2,4-dimethylbenzooxazole CC=1OC2=C(N1)C(=CC=C2)C